O[C@H](C)C1=CC=NC=C1 |r| (RS)-(-)-4-(1-hydroxyethyl)pyridine